C(C1=CC=CC=C1)(=O)OCC=1C(NC2=CC=CC=C2C1)=O 2-oxo-1,2-dihydro-quinolin-3-yl-methyl benzoate